N-(3-((4-((1-Acetylindolin-7-yl)amino)pyridin-2-yl)amino)phenyl)methanesulfonamide C(C)(=O)N1CCC2=CC=CC(=C12)NC1=CC(=NC=C1)NC=1C=C(C=CC1)NS(=O)(=O)C